1-(4-methoxy-3-methylphenyl)-3-methyl-5-oxo-4,5-dihydro-1H-pyrazole-4-carboxylate COC1=C(C=C(C=C1)N1N=C(C(C1=O)C(=O)[O-])C)C